C(CCC)(=O)[Si](C(CCC)=O)(C(CCC)=O)C(CCC)=O tetrabutoyl-silicon